1,2,3,3-butanetetraamine C(C(C(C)(N)N)N)N